C(C#C)ONC1=CC=CC=C1 propargyloxyaniline